(S)-2-methylserine methyl ester COC([C@@](N)(CO)C)=O